diglycerin sesquioleate C(CCCCCCC\C=C/CCCCCCCC)(=O)O.OCC(O)CO.OCC(O)CO